(Pyrrolidin-2-yl)methyl 2-(2-acetoxybenzoyl)oxybenzoate hydrochloride Cl.C(C)(=O)OC1=C(C(=O)OC2=C(C(=O)OCC3NCCC3)C=CC=C2)C=CC=C1